(S)-3-(3-methoxy-1-methyl-1H-pyrazole-4-yl)-2,7-dimethyl-4,5,6,7-tetrahydro-2H-pyrazolo[3,4-c]Pyridine COC1=NN(C=C1C=1N(N=C2[C@@H](NCCC21)C)C)C